CN([C@@]1(CN(CCC1)C1=CC(=C(C=C1)S(=O)(=O)NC1=NC=NC=C1)F)CCC1=CC=C(C=C1)C(F)(F)F)C (S)-4-(3-(Dimethylamino)-3-(4-(trifluoromethyl)-phenethyl)piperidin-1-yl)-2-fluoro-N-(pyrimidin-4-yl)benzenesulfonamide